4-(pyrimidinylamino)cyclohexanone N1=C(N=CC=C1)NC1CCC(CC1)=O